diisobutyl-2-(1-trifluoromethylethyl)-2-methylsuccinate C(C(C)C)OC(C(CC(=O)OCC(C)C)(C)C(C)C(F)(F)F)=O